FC1=C(C=CC=C1)NC(=O)C1=NN2C(N(C3=C(C2=O)CN(C3=O)CCN3CCOCC3)CC(=O)NC3=NC=C(C=C3)F)=C1 N-(2-fluorophenyl)-4-{2-[(5-fluoropyridin-2-yl)amino]-2-oxoethyl}-6-[2-(morpholin-4-yl)ethyl]-5,8-dioxo-5,6,7,8-tetrahydro-4H-pyrazolo[1,5-a]pyrrolo[3,4-d]pyrimidine-2-carboxamide